ClCCCCS(=O)(=O)N1C[C@H]([C@H](CC1)NC1=NN2C(C=NC(=C2OC(C)C)C=2C=NNC2)=N1)C N-((3R,4S)-1-((4-chlorobutyl)sulfonyl)-3-methylpiperidin-4-yl)-5-isopropoxy-6-(1H-pyrazol-4-yl)-[1,2,4]triazolo[1,5-a]pyrazin-2-amine